diethylaminotri-tert-butoxysilane C(C)N(CC)[Si](OC(C)(C)C)(OC(C)(C)C)OC(C)(C)C